tert-butyl N-[4-(3-methoxy-4-nitro-pyrazol-1-yl) butyl]carbamate COC1=NN(C=C1[N+](=O)[O-])CCCCNC(OC(C)(C)C)=O